2-(5-(2,5-difluorophenyl-1H-imidazol-2-yl)piperidin-1-yl)-2-(methylthio)propan-1-one FC1=C(C=C(C=C1)F)N1C(=NC=C1)C1CCCN(C1)C(C=O)(C)SC